COC1=C(C(=CC=C1)OC)C1=CC=CC=C1 2,6-Dimethoxybiphenyl